6-[5-(3-Chloropyrazol-1-yl)-3-ethylsulfonyl-2-pyridyl]-1-(2,2,3,3,3-pentafluoropropyl)-1,7-naphthyridin-2-one ClC1=NN(C=C1)C=1C=C(C(=NC1)C=1C=C2C=CC(N(C2=CN1)CC(C(F)(F)F)(F)F)=O)S(=O)(=O)CC